CN1CC(CC1)C#CC1=CC(=CC=C1)B1OC(C(O1)(C)C)(C)C 1-methyl-3-[2-[3-(4,4,5,5-tetramethyl-1,3,2-dioxaborolan-2-yl)phenyl]ethynyl]pyrrolidine